2-Cyclopropyl-N-(6-(difluoromethyl)pyridin-2-yl)-7-(3,3-dimethylcyclobutoxy)imidazo[1,2-a]pyridine-6-carboxamide C1(CC1)C=1N=C2N(C=C(C(=C2)OC2CC(C2)(C)C)C(=O)NC2=NC(=CC=C2)C(F)F)C1